6-((4-methoxybenzyl)thio)pyrazolo[1,5-a]pyrimidine COC1=CC=C(CSC=2C=NC=3N(C2)N=CC3)C=C1